3-chloro-2-(1-ethoxyvinyl)-5-(trifluoromethyl)pyridine ClC=1C(=NC=C(C1)C(F)(F)F)C(=C)OCC